BrC1=C(C=O)C=C(C(=C1)OC)OC 2-bromo-4,5-dimethoxybenzaldehyde